3,8-diamino-5-[3-(diethylamino)propyl]-6-phenylporphine NC=1C=C2NC1C(C1(C=C(C(=N1)C=C1C=CC(N1)=CC=1C=CC(N1)=C2)N)C2=CC=CC=C2)CCCN(CC)CC